O=C1N(C=CC(=C1)C1=CC=CC=C1)CC1CCN(CC1)C(=O)N1C(CCCC1)C1=CC=CC=C1 1-(4-((2-oxo-4-phenylpyridin-1(2H)-yl)methyl)piperidine-1-carbonyl)-2-phenylpiperidine